5-Chloro-1-ethyl-3-(5-methylisoxazol-3-yl)-1H-pyrazole-4-carbaldehyde ClC1=C(C(=NN1CC)C1=NOC(=C1)C)C=O